C(#N)C1=C(OC=2C=C3C(N(C=NC3=CC2)C=2C=NC(=NC2)N2CCN(CC2)C(=O)OC(C)(C)C)=O)C(=CC=C1NS(N(C)CC)(=O)=O)F tert-butyl 4-(5-(6-(2-cyano-3-((N-ethyl-N-methylsulfamoyl)amino)-6-fluorophenoxy)-4-oxoquinazolin-3(4H)-yl)pyrimidin-2-yl)piperazine-1-carboxylate